C(C)(=O)OCCCCCC 2E-hexyl acetate